Isochromenium C1=[O+]C=CC2=CC=CC=C12